ClC=1C=C(CNCCCCOCCNC2=NC3=C(C4=CN=CC=C24)C=CC(=C3)C#N)C=CC1OC(F)(F)F 5-((2-(4-((3-Chloro-4-(trifluoromethoxy)benzyl)amino)butoxy)ethyl)amino)benzo[c][2,6]naphthyridine-8-carbonitrile